C1=CC=C2C(=C1)C3=C(O2)C=CC=C3I iododibenzofuran